{[1,1'-binaphthalene]-2,2'-diylbis(oxythianthrene-1,3-diyl)}dimethanol C1(=C(C=CC2=CC=CC=C12)OC1=CC(=CC=2SC3=CC=CC=C3SC12)CO)C1=C(C=CC2=CC=CC=C12)OC1=CC(=CC=2SC3=CC=CC=C3SC12)CO